8-(3-amino-3-oxoprop-1-enyl)-N-tert-butyl-7-methoxy-N-methyl-1-(thiophen-3-yl)-1,4-dihydrobenzopyrano[4,3-c]pyrazole-3-carboxamide NC(C=CC=1C(=CC2=C(C1)C=1N(N=C(C1CO2)C(=O)N(C)C(C)(C)C)C2=CSC=C2)OC)=O